FC=1C=C2C(=C(/C(/C2=CC1)=C/C1=CC=C(C=C1)OC1=CC=CC=C1)C)CC(=O)NC1=NN=NN1 (Z)-2-(5-fluoro-2-methyl-1-(4-phenoxybenzylidene)-1H-inden-3-yl)-N-(1H-tetrazol-5-yl)acetamide